2-cyclopropylsulfonylpyridine C1(CC1)S(=O)(=O)C1=NC=CC=C1